3,5-dichlorostyrene ClC=1C=C(C=C)C=C(C1)Cl